CN1N=C(C=C1N)C=1C=NC(=CC1)C 1-methyl-3-(6-methylpyridin-3-yl)-1H-pyrazol-5-amine